6-chloro-7-(2-methyltriazol-4-yl)-1H-indole-3-sulfonyl chloride ClC1=CC=C2C(=CNC2=C1C1=NN(N=C1)C)S(=O)(=O)Cl